ClC1=NC=C(C(=C1)NCC[C@H](CO)C)C1=NN(C=C1)C(F)F (R)-4-((2-chloro-5-(1-(difluoromethyl)-1H-pyrazol-3-yl)pyridin-4-yl)amino)-2-methylbutan-1-ol